FC(NC(C1=CC=CC=C1)=O)(F)F N-(trifluoromethyl)benzamide